O-Allyl-Chlorophenol C(C=C)OC1=C(C=CC=C1)Cl